ClC=1N=C(C2=C(N1)C=CO2)C2=CC=C(C=C2)C(C)C 2-chloro-4-(4-isopropylphenyl)furo[3,2-d]pyrimidine